N1=C(C=CC=C1)NC(=O)C1=CC=C(C=C1)C1=NN2C(NC3=C(CC2)C=CC=C3)=C1C(=O)N 2-(4-(pyridin-2-ylcarbamoyl)phenyl)-9,10-dihydro-4H-benzo[d]pyrazolo[1,5-a][1,3]diazepine-3-carboxamide